FC(C1=CC=C(C=C1)N1N=CC(=C1N)C#N)(F)F 1-(4-trifluoromethylphenyl)-4-cyano-5-aminopyrazole